tert-butyl 4-(((6-methoxy-4-(4-(2-(4-(trifluoromethyl)phenyl)acetamido)phenyl)quinazolin-7-yl)oxy)methyl)piperidine-1-carboxylate COC=1C=C2C(=NC=NC2=CC1OCC1CCN(CC1)C(=O)OC(C)(C)C)C1=CC=C(C=C1)NC(CC1=CC=C(C=C1)C(F)(F)F)=O